CSC=1N=CC2=C(N1)CCN(C2=O)C2COC2 2-(methylthio)-6-(oxetan-3-yl)-7,8-dihydropyrido[4,3-d]pyrimidin-5(6H)-one